C(CCC)C=1C=C(C=C(C1)OCC1=CC=C(C#N)C=C1)OCC1=CC=C(C#N)C=C1 4,4'-(((5-butyl-1,3-phenylene)bis(oxy))bis(methylene))dibenzonitrile